Dichloro[1,3-bis(diphenylphosphino)propane] nickel (II) [Ni+2].ClC(CP(C1=CC=CC=C1)C1=CC=CC=C1)(CP(C1=CC=CC=C1)C1=CC=CC=C1)Cl